9-methoxy-1-methyl-octahydro-1H-pyrano[4',3':4,5]Oxazolo[2,3-c][1,4]Oxazine COC1OCCN2C1OC1C2CCOC1C